COP(=O)(OC)CP(OC1=C(C(=CC(=C1)CCCCC)OP([O-])(=O)CP(=O)(OC)OC)C1C(CCC(=C1)C)C(=C)C)([O-])=O (5'-methyl-4-pentyl-2'-(prop-1-en-2-yl)-1',2',3',4'-tetrahydro-[1,1'-biphenyl]-2,6-diyl) bis(((dimethoxyphosphoryl)methyl)phosphonate)